(2-aminobenzo[d]thiazol-6-yl)-3-cyclohexylurea NC=1SC2=C(N1)C=CC(=C2)NC(=O)NC2CCCCC2